N1N=CC2=C1C=CC=N2 PYRIDO-PYRAZOLE